2,6,6-Trimethylcyclohexa-1,3-dien-1-carbaldehyd CC1=C(C(CC=C1)(C)C)C=O